COC1=CC=C2CCC(OC2=C1S(=O)(=O)NC(=O)C1=NC2=CC=CC(=C2C=C1)C1=NC=CC=C1)(C)C N-((7-methoxy-2,2-dimethylchroman-8-yl)sulfonyl)-5-(pyridin-2-yl)quinoline-2-carboxamide